(3-(4-fluoro-2-(3-fluorophenyl)pyrrolidine-1-carbonyl)-bicyclo[1.1.1]pentan-1-yl)methyl methanesulfonate CS(=O)(=O)OCC12CC(C1)(C2)C(=O)N2C(CC(C2)F)C2=CC(=CC=C2)F